OCC1[C@H]2C[C@@H]([C@@H](C1)O2)NC(OCC[Si](C)(C)C)=O |r| 2-(trimethylsilyl)ethyl (rac-(1R-2S,4R)-5-(hydroxymethyl)-7-oxabicyclo[2.2.1]heptan-2-yl)carbamate